ethyl cinnamate (ethyl 3-phenylpropa-2-enoate) C(C)C(C(=O)O)=CC1=CC=CC=C1.C(C=CC1=CC=CC=C1)(=O)OCC